F[C@@H]1C[C@@]2(CCCN2C1)COC=1N=CC2=C(N1)C(=C(N=C2N2[C@H](CC2)C)C2NC1=C(C(=CC=C1CC2O)F)C#C)F 2-([(2R,7aS)-2-fluoro-hexahydropyrrolizin-7a-yl]methoxy-8-fluoro-5-[(2S)-2-methylazetidin-1-yl]pyrido[4,3-d]pyrimidin-7-yl)-8-ethynyl-7-fluoro-3,4-dihydro-2H-quinolin-3-ol